4-tert-butylphenyl-2-diphenylphosphinomethyl-1-phenyl-sulfonyl-1H-indol-3-ylmethyl-2-methylpropan-2-sulfinamide C(C)(C)(C)C1=CC=C(C=C1)C(C(C)(S(=O)N)C)CC1=C(N(C2=CC=CC=C12)S(=O)(=O)C1=CC=CC=C1)CP(C1=CC=CC=C1)C1=CC=CC=C1